3-Methyl-2,4,5-hexatrien-1-ol CC(=CCO)C=C=C